C=CC/C(=N/OS(=O)(=O)O)/S[C@H]1[C@@H]([C@H]([C@@H]([C@H](O1)CO)O)O)O The molecule is an alkenylglucosinolic acid that consists of 1-thio-beta-D-glucopyranose having a 4-[(sulfooxy)imino]but-1-en-4-yl group attached to the anomeric sulfur. It is a conjugate acid of a sinigrin(1-).